3-((1-(6-amino-5-(2,3-dichlorophenyl)pyrazin-2-yl)-4-methylpiperidin-4-yl)amino)-3-oxopropanoic acid methyl ester COC(CC(=O)NC1(CCN(CC1)C1=NC(=C(N=C1)C1=C(C(=CC=C1)Cl)Cl)N)C)=O